(trifluoromethyl)-N-(2-(3-(trifluoromethyl)phenyl)pyridin-3-yl)benzamide FC(F)(F)C1=C(C(=O)NC=2C(=NC=CC2)C2=CC(=CC=C2)C(F)(F)F)C=CC=C1